(2R)-2-[6-(5-chloro-2-acetamidopyrimidin-4-yl)-1-oxo-2,3-dihydro-1H-isoindol-2-yl]-N-[(1S)-2-hydroxy-1-(3-methylphenyl)ethyl]propanamide ClC=1C(=NC(=NC1)NC(C)=O)C1=CC=C2CN(C(C2=C1)=O)[C@@H](C(=O)N[C@H](CO)C1=CC(=CC=C1)C)C